C1(C=CC2=CC=CC=C12)[Ti](C)(C)C1C=CC2=CC=CC=C12 bis(indenyl)dimethyl-titanium